tert-butyl 3-((2-cyanopyridin-4-yl)difluoromethyl)azetidine-1-carboxylate C(#N)C1=NC=CC(=C1)C(C1CN(C1)C(=O)OC(C)(C)C)(F)F